(10-(octanoyloxy)decan-2-yl)amino octanoate C(CCCCCCC)(=O)ONC(C)CCCCCCCCOC(CCCCCCC)=O